dodecenyl-oleylamine succinate C(CCC(=O)O)(=O)O.C(=CCCCCCCCCCC)NCCCCCCCC\C=C/CCCCCCCC